FC1=CC(=C(C=C1)C(C)C=1C2=C(N=CN1)CN(CC2)C(=O)OC(C)(C)C)C(F)(F)F Tert-Butyl 4-[1-[4-fluoro-2-(trifluoromethyl)phenyl]ethyl]-5H,6H,7H,8H-pyrido[3,4-d]pyrimidine-7-carboxylate